C1(CC1)C([C@@H](C(=O)NC1=NC=CC(=C1)C=O)NC(OC(C)(C)C)=O)C1CC1 Tert-butyl (S)-(1,1-dicyclopropyl-3-((4-formylpyridin-2-yl)amino)-3-oxopropan-2-yl)carbamate